NC=1C=C(C=C(C1)C1=NN=NN1)C1=CC(=CC=C1)C(=O)OCC ethyl 3'-amino-5'-(1H-tetrazol-5-yl)-[1,1'-biphenyl]-3-carboxylate